C(CCC)N=CCCCOC(C1=CC=CC=C1)=O.C(C1=CC=CC=C1)(=O)O benzoic acid [4-butyliminobutyl]benzoate